1,4-Dichloro-6-fluorophthalazine ClC1=NN=C(C2=CC(=CC=C12)F)Cl